ClC1=CC(=C(C=C1)C1=NC(=CC=2N=C(N(C(C21)=O)C)C)N2C[C@H](OCC2)C=2C=NC(=CC2)C)F 5-(4-chloro-2-fluorophenyl)-2,3-dimethyl-7-((2R)-2-(6-methyl-3-pyridinyl)-4-morpholinyl)pyrido[4,3-d]pyrimidin-4(3H)-one